O1C(=NC=C1)C1=CC=2N(C(C(=C(N2)C(F)(F)F)C2=CC=C(C=C2)OCC(F)(F)F)=O)C=C1 8-(1,3-oxazol-2-yl)-3-(4-(2,2,2-trifluoroethoxy)phenyl)-2-(trifluoromethyl)-4H-pyrido[1,2-a]pyrimidin-4-one